C(C)NCCC[Si](OC)(OC)C γ-(N-ethylamino)propylmethyldimethoxysilane